3'-(4-methylphenyl)-5-(4-methoxyphenyl)-1'-phenyl-3,4-dihydro-1'H,2H-[3,4'-bipyrazole] CC1=CC=C(C=C1)C1=NN(C=C1C1NN=C(C1)C1=CC=C(C=C1)OC)C1=CC=CC=C1